N-(5-tert-butyl-3-pyridyl)-4,5,6,7-tetrahydrothieno[2,3-c]pyridine-3-carboxamide C(C)(C)(C)C=1C=C(C=NC1)NC(=O)C1=CSC=2CNCCC21